(R*)-1-(3-fluoro-10H-benzo[5,6][1,4]dioxepino[2,3-b]pyridin-10-yl)-N-methylmethanamine FC=1C=C2C(=NC1)O[C@H](C1=C(O2)C=CC=C1)CNC |o1:8|